N-(2-(2-methoxyethoxy)ethyl)-N-methyl-5,6,7,8-tetrahydro-4H-pyrazolo[1,5-a][1,4]diazepine-2-carboxamide COCCOCCN(C(=O)C1=NN2C(CNCCC2)=C1)C